5-{8-fluoro-6-hydroxy-2-[(piperidin-4-yl)methyl]-1,2,3,4-tetrahydroisoquinolin-7-yl}-1λ6,2,5-thiadiazolidine-1,1,3-trione FC=1C(=C(C=C2CCN(CC12)CC1CCNCC1)O)N1CC(NS1(=O)=O)=O